C1(=CC=CC=C1)N1N=C(C=C1C(=O)NNC(CC12CC3CC(CC(C1)C3)C2)=O)C2=CC=CC=C2 N'-(1,3-diphenyl-1H-pyrazol-5-yl-carbonyl)-2-[(3r)-adamantan-1-yl]acetohydrazide